ClC=1C(=C(C=C(C1)F)[C@H](C)N1C(C[C@@H](C1)OC(F)F)=O)CCl (S)-1-((S)-1-(3-Chloro-2-(chloromethyl)-5-fluorophenyl)ethyl)-4-(difluoromethoxy)pyrrolidin-2-one